C(CCC)C1=NC2(CN1)CCCC2 2-butyl-1,3-diazaspiro[4.4]non-1-ene